7'-(2-(4,6-diphenyl-1,3,5-triazin-2-yl)pyridin-4-yl)spiro[cyclohexane-1,9'-fluorene] C1(=CC=CC=C1)C1=NC(=NC(=N1)C1=CC=CC=C1)C1=NC=CC(=C1)C1=CC=C2C=3C=CC=CC3C3(C2=C1)CCCCC3